N1=CC(=CC=C1)C#CC=1C=C(C(=O)Cl)C=CC1 3-[2-(3-pyridinyl)ethynyl]benzoyl chloride